[Sn].[Sb].[Ag].[Pb] lead-silver-antimony-tin